(1S,2R,3S,5R)-3-[2-(2-amino-3-bromo-7-quinolinyl)ethyl]-5-(6-amino-3H-purin-3-yl)-1,2-cyclopentanediol hydrochloride Cl.NC1=NC2=CC(=CC=C2C=C1Br)CC[C@@H]1[C@H]([C@H]([C@@H](C1)N1C=NC(=C2N=CN=C12)N)O)O